5-bromo-7-chloro-1-(2-methylpyridin-3-yl)quinazolin-2,4(1H,3H)-dione BrC1=C2C(NC(N(C2=CC(=C1)Cl)C=1C(=NC=CC1)C)=O)=O